OCCS(=O)(=O)NC1=CC(=C(C(=O)NC=2C(N(C=CC2)N2C[C@@H](CC2)C(F)(F)F)=O)C=C1)N1CCC2(CC2)CC1 (R)-4-((2-hydroxyethyl)sulfonamido)-N-(2-oxo-1-(3-(trifluoromethyl)pyrrolidin-1-yl)-1,2-dihydropyridin-3-yl)-2-(6-azaspiro[2.5]octan-6-yl)benzamide